2-methyl-3-methyl-1-nitropropene CC(=C[N+](=O)[O-])CC